1-(7-chloro-3-(2,6-dichloro-3,5-dimethoxyphenyl)-2,6-naphthyridin-1-yl)pyrrolidine-3-carbonitrile ClC1=NC=C2C=C(N=C(C2=C1)N1CC(CC1)C#N)C1=C(C(=CC(=C1Cl)OC)OC)Cl